O1ONCC1 dihydrodioxazole